2-[6-(2,5-dichloropyrimidin-4-yl)-4-fluoro-1-isopropyl-benzimidazol-2-yl]propan-2-ol ClC1=NC=C(C(=N1)C=1C=C(C2=C(N(C(=N2)C(C)(C)O)C(C)C)C1)F)Cl